NC=1C=C(C=C(C1)C(F)(F)F)[C@@H](C)NC=1C2=C(NC(N1)=O)N(C(C(=C2)O[C@H]2CN(CC2)C(=O)[O-])CC2=CC=CC=C2)C (R)-3-((4-(((R)-1-(3-amino-5-(trifluoromethyl)phenyl)ethyl)amino)-8-methyl-7-Benzyl oxo-7,8-dihydropyrido[2,3-d]pyrimidin-6-yl)oxy)pyrrolidine-1-carboxylate